7-Chloro-6-fluoro-1H-quinazoline-2,4-dione ClC1=C(C=C2C(NC(NC2=C1)=O)=O)F